C(C1=CN=CC=C1)([O-])=N nicotinimidate